C(C)OC1=CC=C(C=N1)C1=CN=CC(=N1)C(=O)NOCC=1NC=CC1C 6-(6-ethoxypyridin-3-yl)-N-((3-methyl-1H-pyrrol-2-yl)methoxy)pyrazine-2-carboxamide